NC1=NC=NN2C1=CC=C2[C@]2([C@@H]([C@@H]([C@H](O2)COP(=O)(OC2=CC=CC=C2)NC(C(=O)[O-])(C)C)O)O)C#N (((((2R,3S,4R,5R)-5-(4-aminopyrrolo[2,1-f][1,2,4]triazin-7-yl)-5-cyano-3,4-dihydroxytetrahydrofuran-2-yl) methoxy) (phenoxy) phosphoryl) amino)-2-methylpropionate